FC1=C(C(=CC(=C1)OC)F)C1=C(C(N(N1C)C1=NC(=CC(=C1)OC)OCC1(COC1)C)=O)NC(C1=CC=C(C=C1)OC(F)F)=O N-(5-(2,6-Difluoro-4-methoxyphenyl)-2-(4-methoxy-6-((3-methyloxetan-3-yl)methoxy)pyridin-2-yl)-1-methyl-3-oxo-2,3-dihydro-1H-pyrazol-4-yl)-4-(difluoromethoxy)benzamide